N-(5-(2-(((1r,4r)-4-((2-fluoroethyl)(methyl)-amino)cyclohexyl)-amino)-8-isopropyl-7-oxo-7,8-dihydropyrido-[2,3-d]pyrimidin-6-yl)-pyridin-2-yl)benzene-sulfonamide FCCN(C1CCC(CC1)NC=1N=CC2=C(N1)N(C(C(=C2)C=2C=CC(=NC2)NS(=O)(=O)C2=CC=CC=C2)=O)C(C)C)C